8-(4-(tert-butoxycarbonyl)piperazin-1-yl)-2-cyano-7,8-dihydro-1,6-naphthyridine-6(5H)-carboxylic acid tert-butyl ester C(C)(C)(C)OC(=O)N1CC=2C=CC(=NC2C(C1)N1CCN(CC1)C(=O)OC(C)(C)C)C#N